S1(CCC(=CC1)C(=O)N)(=O)=O 3,6-dihydro-2H-thiopyran-4-carboxamide 1,1-dioxide